N1N=CC=C1C1=NC=CC=C1 (1H-pyrazol-5-yl)-pyridine